2-cyclopentyl-6-methyl-N-(3-phenylpropyl)thieno[2,3-d]pyrimidin-4-amine C1(CCCC1)C=1N=C(C2=C(N1)SC(=C2)C)NCCCC2=CC=CC=C2